C(C)(C)(C)OC(=O)NCC=1C=C(C=CC1)C1=CC(=CC=2C=COC21)COC2=C(C=CC(=C2)NC(=O)OC)CC(=O)OCC ethyl 2-(2-((7-(3-(((tert-butoxycarbonyl)amino)methyl)phenyl)benzofuran-5-yl)methoxy)-4-((methoxycarbonyl)amino)phenyl)acetate